C(C=C)(=O)NC1=CC(=C(N=N1)C(=O)NC)NC1=C(C(=CC=C1)C1=NN(C=N1)C)OC 6-acrylamido-4-((2-methoxy-3-(1-methyl-1H-1,2,4-triazol-3-yl)phenyl)amino)-N-methylpyridazine-3-carboxamide